anti-sulfite S(=O)([O-])[O-]